C1(CCC1)C1=C(C=CC=C1)C1=CC(=CC=C1O[C@H]1C[C@@H](CC1)NC(=O)C1N(CC2(C1)CCCC2)C)C(=O)O 2'-cyclobutyl-6-{[(1R,3R)-3-{[(3ξ)-2-methyl-2-azaspiro[4.4]nonane-3-carbonyl]amino}cyclopentyl]oxy}[1,1'-biphenyl]-3-carboxylic acid